2-((bis(2-hydroxyethyl)(methyl)silyl)methyl)isoindoline-1,3-dione OCC[Si](C)(CCO)CN1C(C2=CC=CC=C2C1=O)=O